ClC1=C2C(N(C(=NC2=CC=C1)[C@H]1N(CC2(CC2)C1)C1=NC(=NC(=C1C#N)N)N)CC1=CC=C(S1)C(=O)NO)=O (S)-5-((5-chloro-2-(5-(2,6-diamino-5-cyanopyrimidin-4-yl)-5-azaspiro[2.4]heptan-6-yl)-4-oxoquinazolin-3(4H)-yl)methyl)-N-hydroxythiophene-2-carboxamide